NC1=CC=C(C=C1)C1=C2CNC(C2=CC(=C1)Br)=O 4-(4-aminophenyl)-6-bromoisoindoline-1-one